[Na+].C(C)S(=O)(=O)[O-].C(CN)N ethylenediamine ethyl-sulfonate sodium